5-(4-Cyclopropyl-1H-Imidazole-1-yl)-N-(6-(5,6-Dihydrocyclopenta[d][1,2,3]triazole-1(4H)-yl)pyridin-2-yl)-2-fluoro-4-methylbenzamide C1(CC1)C=1N=CN(C1)C=1C(=CC(=C(C(=O)NC2=NC(=CC=C2)N2N=NC3=C2CCC3)C1)F)C